NC1=NC(=C(C2=CC=C(C(=C12)Cl)Cl)OCC1=CC=CC=C1)C(=O)OC methyl 1-amino-4-(benzyloxy)-7,8-dichloroisoquinoline-3-carboxylate